(8'R)-4,4'-dichloro-8'-fluoro-2'-(methylsulfanyl)-2,3,5',8'-tetrahydro-6'H-spiro[indene-1,7'-quinazoline] ClC1=C2CCC3(CCC=4C(=NC(=NC4[C@@H]3F)SC)Cl)C2=CC=C1